(4S)-5,5-difluoro-1-[(3R,5S)-3,4,5-trifluorocyclohexyl]-3-(trifluoromethyl)-4,6-dihydro-cyclopenta[c]pyrazol-4-ol FC1([C@H](C2=C(N(N=C2C(F)(F)F)C2C[C@H](C([C@H](C2)F)F)F)C1)O)F